C(=O)C1=C(NC2=CC=CC=C12)CC(=O)OCC ethyl (3-formyl-1H-indol-2-yl)acetate